4-methylpicolinic acid CC1=CC(=NC=C1)C(=O)O